3-(1-Methylpyrrolidin-3-yl-2,2,5,5-d4)-1H-indol-4-ol CN1C(C(CC1([2H])[2H])C1=CNC=2C=CC=C(C12)O)([2H])[2H]